(Z)-3-fluoro-N-(2-(2-((4-morpholinylphenyl)amino)pyrido[3,4-d]pyrimidin-8-yl)pyridin-4-yl)but-2-enamide F\C(=C/C(=O)NC1=CC(=NC=C1)C1=NC=CC2=C1N=C(N=C2)NC2=CC=C(C=C2)N2CCOCC2)\C